C(#N)C[C@H]1N(CC[C@@H](C1)N1N=NC=2C(=NC=3C(=C(C(=CC3C21)C)C2=CC(=C(C=C2)F)C)F)SC)C(=O)OC(C)(C)C tert-butyl (2S,4S)-2-(cyanomethyl)-4-(6-fluoro-7-(4-fluoro-3-methylphenyl)-8-methyl-4-(methylthio)-1H-[1,2,3]triazolo[4,5-c]quinolin-1-yl)piperidine-1-carboxylate